2-[(3R)-3-methylmorpholin-4-yl]-8-[1-(tetrahydro-2H-pyran-2-yl)-1H-pyrazol-5-yl]-1,7-naphthyridine-4-carboxylic acid methyl ester COC(=O)C1=CC(=NC2=C(N=CC=C12)C1=CC=NN1C1OCCCC1)N1[C@@H](COCC1)C